OCCS(=O)(=O)NC1=CC(=C(C(=O)NC=2C=C3C(=NN(C3=CC2)C)C(F)(F)F)C=C1)N1CCC2(CC2)CC1 4-((2-Hydroxyethyl)sulphonamido)-N-(1-methyl-3-(trifluoromethyl)-1H-indazol-5-yl)-2-(6-azaspiro[2.5]oct-6-yl)benzamide